C(C1=CC=CC=C1)OCC1(CN(C(O1)=O)C)C 5-((benzyloxy)methyl)-3,5-dimethyloxazolidin-2-one